C(C=C)OCC1OC(OC1)=O 4-(allyloxy)methyl-[1,3]dioxolan-2-one